tert-butyl 4-(3-chloro-4-(ethoxycarbonyl)phenyl)-5,6-dihydropyridine-1(2H)-carboxylate ClC=1C=C(C=CC1C(=O)OCC)C1=CCN(CC1)C(=O)OC(C)(C)C